2-amino-3-pyrazin-2-ylpropanoic acid NC(C(=O)O)CC1=NC=CN=C1